C(C)(C)(C)OC(CN1CCN(CC1)C(=O)NCCCC[C@H](NC(=O)OC(C)(C)C)C(=O)OCC1=CC(=NC(=C1)Cl)Cl)=O (2,6-dichloropyridin-4-yl)methyl N6-(4-(2-(tert-butoxy)-2-oxoethyl)piperazine-1-carbonyl)-N2-(tert-butoxycarbonyl)-L-lysinate